O1C(=CC2=C1C=CC=C2)CN(C2=CC(=NC=1N2N=CC1C(C)C)NC[C@@H]1[C@H](CN(CC1)C(=O)OC(C)(C)C)O)C(=O)OC(C)(C)C tert-butyl (3r,4r)-4-(((7-((benzofuran-2-ylmethyl) (tert-butoxycarbonyl) amino)-3-isopropylpyrazolo[1,5-a]pyrimidin-5-yl) amino) methyl)-3-hydroxypiperidine-1-carboxylate